FC=1C=C(C=CC1)[C@H](CCO)NC(=O)N1CC2=CC=CC(=C2CC1)C1=CC=C(C=C1)C(F)(F)F (S)-N-(1-(3-fluorophenyl)-3-hydroxypropyl)-5-(4-(trifluoromethyl)phenyl)-3,4-dihydroisoquinoline-2(1H)-carboxamide